3-[4-(diethylamino)phenyl]-3-(1-ethyl-2-methyl-1H-indole-3-yl)-1(3H)-isobenzofuranone C(C)N(C1=CC=C(C=C1)C1(OC(C2=CC=CC=C12)=O)C1=C(N(C2=CC=CC=C12)CC)C)CC